2-(5-chloro-4-((3-cyano-4-fluorophenyl)carbamoyl)-1,3-dimethyl-1H-pyrrol-2-yl)-2-oxoacetic acid ClC1=C(C(=C(N1C)C(C(=O)O)=O)C)C(NC1=CC(=C(C=C1)F)C#N)=O